CC=1C=[N+](C=C(C1C1=CC=C(C=C1)NC([C@H](C(C1=CC=CC=C1)C1=CC=CC=C1)NC(=O)C1=CC=NN1C)=O)C)[O-] (S)-3,5-dimethyl-4-(4-(2-(1-methyl-1H-pyrazole-5-carboxamido)-3,3-diphenylpropanamido)phenyl)Pyridine 1-oxide